N1=CC=C(C=C1)CSCCSCCCSCCSCC1=CC=NC=C1 1,13-bis(4-pyridinyl)-2,5,9,12-tetrathiatridecane